Methyl 4-[(1S)-1-[[4-[3-(2-cyclohexylethoxy)phenyl]tetrahydropyran-4-carbonyl]amino]ethyl]benzoate C1(CCCCC1)CCOC=1C=C(C=CC1)C1(CCOCC1)C(=O)N[C@@H](C)C1=CC=C(C(=O)OC)C=C1